3-(5,6,7-Trifluoro-1-oxo-4-(piperazin-1-yl-2,2,3,3,5,5,6,6-d8)isoindoline-2-yl)piperidine-2,6-dione FC=1C(=C2CN(C(C2=C(C1F)F)=O)C1C(NC(CC1)=O)=O)N1C(C(NC(C1([2H])[2H])([2H])[2H])([2H])[2H])([2H])[2H]